4-(((8-methyl-4-oxochroman-7-yl)oxy)(phenyl)methyl)benzonitrile CC=1C(=CC=C2C(CCOC12)=O)OC(C1=CC=C(C#N)C=C1)C1=CC=CC=C1